pyridinium morpholin N1CCOCC1.[NH+]1=CC=CC=C1